ClC1=NC=C(C(=N1)NCC1=CC=C(C=C1)C=1N(C=C(N1)C(F)(F)F)C)/C=C/C(=O)OC methyl (2E)-3-{2-chloro-4-[({4-[1-methyl-4-(trifluoromethyl)-1H-imidazol-2-yl]phenyl}methyl)amino]pyrimidin-5-yl}prop-2-enoate